C(CN[C@H](C(=O)O)CC(=O)O)N[C@H](C(=O)O)CC(=O)O (2s,2'S)-2,2'-(ethane-1,2-diylbis(azanediyl))disuccinic acid